N-[3-chloro-4-[4-(piperidine-4-carbonyl)piperazine-1-carbonyl]phenyl]-5-(3-cyano-4-methoxy-phenyl)-1-methyl-imidazole-2-carboxamide ClC=1C=C(C=CC1C(=O)N1CCN(CC1)C(=O)C1CCNCC1)NC(=O)C=1N(C(=CN1)C1=CC(=C(C=C1)OC)C#N)C